N(=[N+]=[N-])CC#CC1=CC=2N(C=C1)N=CC2N2C(N(C(CC2)=O)COCC[Si](C)(C)C)=O 1-(5-(3-Azidoprop-1-yn-1-yl)pyrazolo[1,5-a]pyridin-3-yl)-3-((2-(trimethylsilyl)ethoxy)methyl)dihydropyrimidine-2,4(1H,3H)-dione